di-(m-trichloromethyl-phenyl)methylene(cyclopentadienyl)(2,3,6,7-tetra-tert-butylfluorenyl)zirconium dichloride [Cl-].[Cl-].ClC(C=1C=C(C=CC1)C(=[Zr+2](C1=C(C(=CC=2C3=CC(=C(C=C3CC12)C(C)(C)C)C(C)(C)C)C(C)(C)C)C(C)(C)C)C1C=CC=C1)C1=CC(=CC=C1)C(Cl)(Cl)Cl)(Cl)Cl